FC1=CC=C(N=N1)N1C[C@@H](CC1)NC1=NN=C(S1)NC([C@H](C1=CC=CC=C1)OC)=O (2S)-N-[5-[[(3R)-1-(6-fluoropyridazin-3-yl)pyrrolidin-3-yl]amino]-1,3,4-thiadiazol-2-yl]-2-methoxy-2-phenyl-acetamide